(2S,3R)-tert-butyl 2-(((S)-1-methoxy-1-oxo-3-((S)-2-oxopyrrolidin-3-yl)propan-2-yl)carbamoyl)-3-phenylpyrrolidine-1-carboxylate COC([C@H](C[C@H]1C(NCC1)=O)NC(=O)[C@H]1N(CC[C@@H]1C1=CC=CC=C1)C(=O)OC(C)(C)C)=O